BrC1=C(CCC1)B(O)O 2-bromo-1-cyclopentenylboronic acid